2-((1-(Methyl-d3)-3-(oxetan-3-yloxy)-1H-pyrazol-4-yl)amino)-7-((3R,4S)-3-methyltetrahydro-2H-pyran-4-yl)-7H-pyrrolo[2,3-d]pyrimidine-6-carbonitrile C(N1N=C(C(=C1)NC=1N=CC2=C(N1)N(C(=C2)C#N)[C@@H]2[C@H](COCC2)C)OC2COC2)([2H])([2H])[2H]